C(C1=CC=CC=C1)N1N=C(C(N(C1=O)CC1=CC(=CC=C1)[N+](=O)[O-])=O)C1=CC=CC=C1 2-benzyl-4-(3-nitrobenzyl)-6-phenyl-1,2,4-triazine-3,5(2H,4H)-dione